[4-(2-chloro-5-fluoropyrimidin-4-yl)piperazine-1-carbonyl]-6-methyl-N-(1-methylcyclopropyl)furo[2,3-d]pyrimidin-4-amine ClC1=NC=C(C(=N1)N1CCN(CC1)C(=O)C=1N=C(C2=C(N1)OC(=C2)C)NC2(CC2)C)F